NC=1C2=C(N=CN1)N(C=C2Br)[C@H]2[C@@H]([C@@H]([C@H](C2)C(=O)NC[C@@H]2CNCCC2)O)O (1S,2R,3S,4R)-4-{4-amino-5-bromopyrrolo[2,3-d]pyrimidin-7-yl}-2,3-dihydroxy-N-[(3S)-piperidin-3-ylmethyl]cyclopentane-1-carboxamide